Beyerane C[C@]12CC[C@H]3[C@@]4(CCCC([C@H]4CC[C@@]3(C1)CC2)(C)C)C